C1=CC=CC=2C3=CC=CC=C3C(C12)COC(=O)N[C@H](C(=O)O)CNC(=O)OCC1C2=CC=CC=C2C=2C=CC=CC12 (S)-2,3-bis((((9H-fluoren-9-yl)methoxy)carbonyl)amino)propanoic acid